tert-butyl (2-((4-(1-methyl-2-oxo-1,2-dihydroquinolin-7-yl)thiazol-2-yl)amino)-2-oxoethyl)carbamate CN1C(C=CC2=CC=C(C=C12)C=1N=C(SC1)NC(CNC(OC(C)(C)C)=O)=O)=O